2-(2',3,3',4,5',6'-hexahydro-1H-spiro[naphthalene-2,4'-pyran]-7-yl)acetic acid O1CCC2(CC1)CC1=CC(=CC=C1CC2)CC(=O)O